COC1=C(C=C)C=CC=C1 (Z)-2-methoxy-styrene